COC(C1=CC=C(C=C1)[C@H]1NCC[C@@H](C1)OCC)=O |r| (±)-rel-(2S,4S)-4-(4-ethoxypiperidin-2-yl)benzoic acid methyl ester